FC1=C2CC[C@@H](C2=CC=C1)N (1S)-4-fluoro-2,3-dihydro-1H-inden-1-amine